[Na+].C(C)S(=O)(=O)[O-] ethyl-sulfonate sodium salt